O[C@@H]1CC2=CC[C@H]3[C@@H]4CC[C@H]([C@@H](CCC(=O)O)C)[C@]4(CC[C@@H]3[C@]2(CC1)C)C 3b-hydroxychol-5-en-24-oic acid